O=C1C(CCCC1)CCC(=O)OCCOC ethylene glycol methyl ether 3-(2-oxocyclohexyl)propanoate